4-(azidomethyl)-1-phenylbenzene N(=[N+]=[N-])CC1=CC=C(C=C1)C1=CC=CC=C1